(2R,3R,4S,5R,6R)-8-(4-chlorophenyl)-2-(hydroxymethyl)-4-(4-(3,4,5-trifluorophenyl)-1H-1,2,3-triazol-1-yl)-1-oxa-8-azaspiro[5.5]undecane-3,5-diol ClC1=CC=C(C=C1)N1C[C@@]2([C@@H]([C@H]([C@H]([C@H](O2)CO)O)N2N=NC(=C2)C2=CC(=C(C(=C2)F)F)F)O)CCC1